ethyl 1,2,4-oxadiazole-3-carboxylate O1N=C(N=C1)C(=O)OCC